BrC=1C(=C(C(=O)OC)C=C(C1)C(N)=O)C methyl 3-bromo-5-carbamoyl-2-methylbenzoate